1-(4-(3-Chlorobenzyl)-3,4-dihydroquinoxalin-1(2H)-yl)-2-(piperidin-1-yl)propan-1-one Dimethyl-muconate COC(\C=C\C=C\C(=O)OC)=O.ClC=1C=C(CN2CCN(C3=CC=CC=C23)C(C(C)N2CCCCC2)=O)C=CC1